(S)-2-((39-((2,5-dioxopyrrolidin-1-yl)oxy)-39-oxo-3,6,9,12,15,18,21,24,27,30,33,36-dodecaoxanonatriacontyl)carbamoyl)-2-undecyltridecanedioic acid O=C1N(C(CC1)=O)OC(CCOCCOCCOCCOCCOCCOCCOCCOCCOCCOCCOCCOCCNC(=O)[C@@](C(=O)O)(CCCCCCCCCCC(=O)O)CCCCCCCCCCC)=O